(1R,5R)-2,6-diazabicyclo[3.2.0]heptane-2-carboxylate [C@@H]12N(CC[C@H]2NC1)C(=O)[O-]